C1(CC1)N1N=CC(=C1)C=1C=C(C=CC1)N(C(=O)[C@@H]1CC[C@H](CC1)CN(C([O-])=O)CCNC([O-])=O)C[C@@H]1CC[C@H](CC1)C1=CC(=C(C=C1)OC)C trans-4-((3-(1-Cyclopropyl-1H-pyrazol-4-yl)phenyl)((trans-4-(4-methoxy-3-methylphenyl)cyclohexyl)methyl) carbamoyl)cyclohexylmethylethane-1,2-diyldicarbamate